C(C)C=1C=C2CCC(N(C2=CC1)S(=O)(=O)C=1C=CC(=C(CO)C1)OCC1CCOCC1)C(C)C 5-((6-ethyl-2-isopropyl-3,4-dihydroquinolin-1(2H)-yl)sulfonyl)-2-((tetrahydro-2H-pyran-4-yl)methoxy)benzyl alcohol